4-{[2-chloro-3-(morpholine-4-carbonyl)phenyl]amino}-N-[(2E)-imidazolidin-2-ylidene]-3-(oxolan-3-yl)benzamide ClC1=C(C=CC=C1C(=O)N1CCOCC1)NC1=C(C=C(C(=O)N=C2NCCN2)C=C1)C1COCC1